2,2,4-trimethylheptane CC(C)(CC(CCC)C)C